5-(azepan-1-yl)-2-morpholinothiazolo[4,5-b]pyridin-6-amine N1(CCCCCC1)C1=C(C=C2C(=N1)N=C(S2)N2CCOCC2)N